COC1=CC=C(C2=C1NC(=N2)NC(=O)C=2N=NN(C2)C)N2CCOCC2 N-[7-methoxy-4-(morpholin-4-yl)-1H-1,3-benzodiazol-2-yl]-1-methyl-1H-1,2,3-triazole-4-carboxamide